[I-].C1(CC1)C1=C(N=[N+](C(=C1)SC)CC1=C(C(=CC=C1C)OC)C)C 4-cyclopropyl-1-(3-methoxy-2,6-dimethylbenzyl)-3-methyl-6-(methylthio)pyridazin-1-ium iodide